OC1=C(C=CC(=C1)N1N=CC=N1)C=1N=C2N(C=CC(=N2)C2(CC(NC(C2)(C)C)(C)C)O)C1 4-(2-(2-hydroxy-4-(2H-1,2,3-triazol-2-yl)phenyl)imidazo[1,2-a]pyrimidin-7-yl)-2,2,6,6-tetramethylpiperidin-4-ol